1-(5-methyl-1H-indole-3-yl)hexane-2-amine CC=1C=C2C(=CNC2=CC1)CC(CCCC)N